nondienenitrile C(C=CC=CCCCC)#N